C(C)N1C(=NC2=C(C=C(C=C2C1=O)C)C(C)NC1=C(C(=O)OC(C)(C)C)C=CC=C1)N1CCOCCC1 tert-butyl 2-[1-[3-ethyl-6-methyl-2-(1,4-oxazepan-4-yl)-4-oxo-quinazolin-8-yl]ethylamino]benzoate